C(#N)C=1C(=NC(=CC1C(F)(F)F)C)N1C(C2C(C1)CCC2)C(=O)N(C=2C=C(C=CC2)C)C (Rac)-2-(3-cyano-6-methyl-4-(trifluoromethyl)pyridin-2-yl)-N-methyl-N-(m-tolyl)octahydrocyclopenta[c]pyrrole-1-carboxamide